6-(6-oxo-6-(4-(5-(trifluoromethyl)pyrimidin-2-yl)piperazin-1-yl)hexan-2-yl)-4-(trifluoromethyl)pyridazin-3(2H)-one O=C(CCCC(C)C=1C=C(C(NN1)=O)C(F)(F)F)N1CCN(CC1)C1=NC=C(C=N1)C(F)(F)F